ClC1=CC=C(C=C1)C1=CC=C(C=C1)C(\C=C\C=1C=C2N=CC=NC2=CC1)=O (E)-1-(4'-chloro-[1,1'-biphenyl]-4-yl)-3-(quinoxalin-6-yl)prop-2-en-1-one